FC1(CCC2=C(C=CC=C12)[C@@H](C)NC(=O)C1=CC(=C(C2=CN(N=C12)COCC[Si](C)(C)C)OC)C(C)NC(OC(C)(C)C)=O)F tert-butyl (1-(7-(((R)-1-(1,1-difluoro-2,3-dihydro-1H-inden-4-yl)ethyl) carbamoyl)-4-methoxy-2-((2-(trimethylsilyl)ethoxy)methyl)-2H-indazol-5-yl)ethyl)carbamate